P(=O)(O)(O)OCC=1C(=C(C(=NC1)C)O)C=O Pyridoxal 5'-phosphate